1-{[(2S)-oxetan-2-yl]methyl}-2-{[8-(trifluoromethoxy)-1H,2H,3H,4H,5H-pyrido[4,3-b]indol-2-yl]methyl}-1H-1,3-benzodiazole-6-carboxylic acid O1[C@@H](CC1)CN1C(=NC2=C1C=C(C=C2)C(=O)O)CN2CC1=C(NC=3C=CC(=CC13)OC(F)(F)F)CC2